(di-tert-butyl-(2,5-dimethoxyphenyl)phosphine) Palladium [Pd].C(C)(C)(C)P(C1=C(C=CC(=C1)OC)OC)C(C)(C)C